[N+](=O)([O-])C1=CC=C(C(=O)F)C=C1 4-nitro-benzoyl fluoride